BrC1=C(C=C2C(=NC(=NC2=C1F)Cl)N(CC)C1CC(C1)O[Si](C)(C)C(C)(C)C)C(F)(F)F 7-bromo-N-[3-[tert-butyl(dimethyl)silyl]oxycyclobutyl]-2-chloro-N-ethyl-8-fluoro-6-(trifluoromethyl)quinazolin-4-amine